tert-butyl 3-(3-oxopiperazin-1-yl)piperidine-1-carboxylate O=C1CN(CCN1)C1CN(CCC1)C(=O)OC(C)(C)C